OC(C(=O)O)=CC=CCCCCCCCCCCCCC (9S)-hydroxyoctadeca-dienoic acid